5-Chloro-2-fluoro-4-(6-((1r,3r)-3-methoxycyclobutoxy)pyridin-3-yl)aniline ClC=1C(=CC(=C(N)C1)F)C=1C=NC(=CC1)OC1CC(C1)OC